O=C1NC(CCC1N1C(N(C2=C1C=CC=C2C=CC2CCN(CC2)CC2CCC(CC2)CNC(OC(C)(C)C)=O)C)=O)=O tert-butyl N-[[4-[[4-[2-[1-(2,6-dioxo-3-piperidyl)-3-methyl-2-oxo-benzimidazol-4-yl] vinyl]-1-piperidyl]methyl]cyclohexyl]methyl]carbamate